2-(tert-butyl) 1,1-diethyl ethane-1,1,2-tricarboxylate C(CC(=O)OC(C)(C)C)(C(=O)OCC)C(=O)OCC